tert-butyl N-[(3S,4R)-4-[[4-(4-bromobutyl)phenyl]methoxy]-1-carbamoylpentan-3-yl]carbamate BrCCCCC1=CC=C(C=C1)CO[C@@H]([C@H](CCC(N)=O)NC(OC(C)(C)C)=O)C